CN1C(N(C2=C1C(=CC=C2)N(CC2CCN(CC2)C2CCNCC2)C)C2C(NC(CC2)=O)=O)=O 3-[3-Methyl-4-[methyl-[[1-(4-piperidyl)-4-piperidyl]methyl]amino]-2-oxo-benzimidazol-1-yl]piperidine-2,6-dione